L-Alanyl-L-Cysteine N[C@@H](C)C(=O)N[C@@H](CS)C(=O)O